C12CCC(CC1)N2C(=O)[O-] 7-azabicyclo[2.2.1]heptane-7-carboxylate